N-(3-hydroxy-2,6-dimethylphenyl)-2-((3-methoxy-6-pivalamidopyridin-2-yl)amino)thiazole-5-carboxamide hydrochloride Cl.OC=1C(=C(C(=CC1)C)NC(=O)C1=CN=C(S1)NC1=NC(=CC=C1OC)NC(C(C)(C)C)=O)C